COC(CC1=C(C=CC=C1)OCC=1C=C2C3=C(COC2=CC1)C(=CC=C3)CN)=O 2-(2-((7-(aminomethyl)-6H-benzo[c]chromen-2-yl)methoxy)phenyl)acetic acid methyl ester